4,4'-bis-dimethylaminobenzophenone CN(C1=CC=C(C(=O)C2=CC=C(C=C2)N(C)C)C=C1)C